BrC1=C2C=CN(C(C2=CN=C1)=O)CC1=CC=C2C=C(NC2=C1)CCN1CCCCC1 5-bromo-2-[[2-[2-(1-piperidyl)ethyl]-1H-indol-6-yl]methyl]-2,7-naphthyridin-1-one